zinc 2-hydroxycitric acid salt OC(C(=O)[O-])C(O)(C(=O)[O-])CC(=O)[O-].[Zn+2].OC(C(=O)[O-])C(O)(C(=O)[O-])CC(=O)[O-].[Zn+2].[Zn+2]